CC1(OC2=C(O1)C=CC(=C2)C(C)N2C[C@@H](N(C[C@H]2C)C=2C=1C(N(C(C2)=O)C)=CN(N1)C1OCCCC1)C)C 7-((2S,5R)-4-(1-(2,2-dimethylbenzo[d][1,3]dioxol-5-yl)ethyl)-2,5-dimethylpiperazin-1-yl)-4-methyl-2-(tetrahydro-2H-pyran-2-yl)-2,4-dihydro-5H-pyrazolo[4,3-b]pyridin-5-one